2-((4-fluoro-2-methylphenyl)-amino)-N-(2-methoxy-4-methylpyrimidin-5-yl)-4-(trifluoromethoxy)-benzamide FC1=CC(=C(C=C1)NC1=C(C(=O)NC=2C(=NC(=NC2)OC)C)C=CC(=C1)OC(F)(F)F)C